[2H]CCSC=1C=C(C=C(C1[N+](=O)[O-])C)N1CC2=CC=C(C=C2CC1)F 2-(3-(deuteroethylthio)-5-methyl-4-nitrophenyl)-6-fluoro-1,2,3,4-Tetrahydroisoquinoline